1-[(2R,4S)-4-{4-Amino-3-[2-(6-chloro-1-cyclopropyl-1,3-benzodiazol-5-yl)ethynyl]pyrazolo[4,3-c]pyridin-1-yl}-2-(methoxymethyl)pyrrolidin-1-yl]prop-2-en-1-one NC1=NC=CC2=C1C(=NN2[C@H]2C[C@@H](N(C2)C(C=C)=O)COC)C#CC2=CC1=C(N(C=N1)C1CC1)C=C2Cl